3-(3-cyano-4-((2-isopropyl-1H-imidazole-1-yl)methyl)phenyl)-5-isobutylthiophene-2-sulfonamide C(#N)C=1C=C(C=CC1CN1C(=NC=C1)C(C)C)C1=C(SC(=C1)CC(C)C)S(=O)(=O)N